amino-4,5,6,7-tetrahydro-6-(propylamino)benzothiazole NC=1SC2=C(N1)CCC(C2)NCCC